FC1(CCC(CC1)[C@@H](C=1N=C2N(N=C(C(=N2)N2CCOCC2)CC2C(NC[C@@H](C2)C(F)(F)F)=O)C1)NC(OCC1=CC=CC=C1)=O)F benzyl ((1S)-(4,4-difluorocyclohexyl)(3-morpholino-2-(((5R)-2-oxo-5-(trifluoromethyl)piperidin-3-yl)methyl)imidazo[1,2-b][1,2,4]triazin-6-yl)methyl)carbamate